5,6,7,2',3',4',5'-heptamethoxyflavanone COC1=C2C(CC(OC2=CC(=C1OC)OC)C1=C(C(=C(C(=C1)OC)OC)OC)OC)=O